ClC1=C(C=NC(=C1)Cl)[C@@H](C)N1C(=C(C2=NC=C(N=C21)N2CC(C2)[C@@H]2CN(CCC2)CCO)C(F)(F)F)C#N 5-[(1R)-1-(4,6-dichloropyridin-3-yl)ethyl]-3-{3-[(3R)-1-(2-hydroxyethyl)piperidin-3-yl]azetidin-1-yl}-7-(trifluoromethyl)pyrrolo[3,2-b]pyrazine-6-carbonitrile